methyl 5-((tert-butoxycarbonyl)(methyl)amino)-2-nitrobenzoate C(C)(C)(C)OC(=O)N(C=1C=CC(=C(C(=O)OC)C1)[N+](=O)[O-])C